BrC1=C2C=NN(C2=CC(=C1CCCC1=NC(=NO1)C1(CN(CCOC1)C(=O)OC(C)(C)C)C)Cl)C1OCCCC1 tert-Butyl 6-(5-(3-(4-bromo-6-chloro-1-(tetrahydro-2H-pyran-2-yl)-1H-indazol-5-yl)propyl)-1,2,4-oxadiazol-3-yl)-6-methyl-1,4-oxazepane-4-carboxylate